tert-butyl (2s)-4-(3-([1,1'-biphenyl]-4-yl)-4,4,4-trifluoro-3-(trifluoromethyl)butylsulfonimidoyl)-2-((tert-butoxycarbonyl)amino)butanoate C1(=CC=C(C=C1)C(CCS(=O)(=N)CC[C@@H](C(=O)OC(C)(C)C)NC(=O)OC(C)(C)C)(C(F)(F)F)C(F)(F)F)C1=CC=CC=C1